NC=1C=2N(C=CN1)C(=NC2C2=C(C=C(C=C2)C(NC2=NC=CC(=C2)C(F)(F)F)=O)OCC)[C@@H]2C[C@](CC2)(C(=O)O)C(C)C (1S,3S)-3-[8-amino-1-(2-ethoxy-4-{[4-(trifluoromethyl)pyridin-2-yl]carbamoyl}phenyl)imidazo[1,5-a]pyrazin-3-yl]-1-(1-methylethyl)cyclopentanecarboxylic acid